6-(6-azaspiro[2.5]octane-6-yl)quinoline-5-carboxamide Benzyl-2-(cyanomethyl)-4-[2-methylsulfanyl-7-(1-naphthyl)-6,8-dihydro-5H-pyrido[3,4-d]pyrimidin-4-yl]piperazine-1-carboxylate C(C1=CC=CC=C1)OC(=O)N1C(CN(CC1)C=1C2=C(N=C(N1)SC)CN(CC2)C2=CC=CC1=CC=CC=C21)CC#N.C2CC21CCN(CC1)C1=C(C=2C=CC=NC2C=C1)C(=O)N